ClC(C1=NC(=NO1)C=1C=C2C(=NC1)CN(C2=O)CC2=C(C=CC=C2)F)(F)F 3-[5-(chlorodifluoromethyl)-1,2,4-oxadiazol-3-yl]-6-[(2-fluorophenyl)methyl]-7H-pyrrolo[3,4-b]pyridin-5-one